C1(CC1)N1N=CC(=C1C)C(=O)OCC ethyl 1-cyclopropyl-5-methyl-1H-pyrazole-4-carboxylate